(2-fluoro-3-methyl-6,7-dihydro-4H-thieno[3,2-c]pyran-4-yl)methanamine FC1=C(C=2C(OCCC2S1)CN)C